2-methyl-5-(cis-2-methyl-2-(pyridin-2-yl)cyclopropyl)benzofuran-3-carboxylic acid CC=1OC2=C(C1C(=O)O)C=C(C=C2)[C@H]2[C@](C2)(C2=NC=CC=C2)C